5-(4-methoxyphenyl)-4,6-diphenylpyrimidine COC1=CC=C(C=C1)C=1C(=NC=NC1C1=CC=CC=C1)C1=CC=CC=C1